copper manganate mercury [Hg+].[Mn](=O)(=O)([O-])[O-].[Cu+2]